3-[(tert-butyldimethylsilyl-oxy)azetidin-1-yl]pyrimidin-4-amine [Si](C)(C)(C(C)(C)C)OC1N(CC1)N1CN=CC=C1N